2-(4-(5-bromopyrimidin-2-yl)phenyl)-3,5,7,8-tetrahydro-4H-thiopyrano[4,3-d]pyrimidin-4-one BrC=1C=NC(=NC1)C1=CC=C(C=C1)C=1NC(C2=C(N1)CCSC2)=O